6-(ethylphenylsulfamoyl)-4-oxo-1,4-dihydroquinoline C(C)N(S(=O)(=O)C=1C=C2C(C=CNC2=CC1)=O)C1=CC=CC=C1